Ethyl (2S)-2-amino-4-chlorobutyrate N[C@H](C(=O)OCC)CCCl